vinyl-yldecanoate C(=C)=C(C(=O)[O-])CCCCCCCC